2-chloro-9-fluoro-5,6-dihydro-4H-pyrrolo[3,2,1-de]pteridine ClC=1N=C2NCCN3C2=C(N1)C(=C3)F